3-methoxy-4-methyl-5-(phenylsulfanyl)picolinic acid COC=1C(=NC=C(C1C)SC1=CC=CC=C1)C(=O)O